4-(10-(4-(9H-carbazol-9-yl)phenyl)anthracene-9-yl)benzonitrile C1=CC=CC=2C3=CC=CC=C3N(C12)C1=CC=C(C=C1)C1=C2C=CC=CC2=C(C2=CC=CC=C12)C1=CC=C(C#N)C=C1